1-(7-chloro-8-iodoimidazo[1,2-a]pyridin-3-yl)ethan-1-one ClC1=C(C=2N(C=C1)C(=CN2)C(C)=O)I